2-amino-9-((2R,3R,5S)-3-hydroxy-5-(hydroxymethyl)tetrahydrothiophen-2-yl)-1,9-dihydro-6H-purin-6-one NC=1NC(C=2N=CN(C2N1)[C@@H]1S[C@@H](C[C@H]1O)CO)=O